2,5-dimethyl-4-octenoic acid CC(C(=O)O)CC=C(CCC)C